NC1=CC(=C2C(N(CCCCC[C@@](C3=NN=C(C1=N2)O3)(C(F)(F)F)O)CC3=CC(=CC(=C3)F)C3CCC3)=O)C(F)(F)F (6R)-17-amino-12-[(3-cyclobutyl-5-fluoro-phenyl)methyl]-6-hydroxy-6,15-bis(trifluoromethyl)-19-oxa-3,4,12,18-tetrazatricyclo[12.3.1.12,5]nonadeca-1(18),2,4,14,16-pentaen-13-one